7-(5-fluoro-2-(((3S,4R)-3-hydroxytetrahydro-2H-pyran-4-yl)amino)pyrimidin-4-yl)-1-isopropyl-3-methyl-2-(pyrrolidin-2-yl)quinolin-4(1H)-one FC=1C(=NC(=NC1)N[C@H]1[C@@H](COCC1)O)C1=CC=C2C(C(=C(N(C2=C1)C(C)C)C1NCCC1)C)=O